OCCC1CN(C1)C(=O)OC1CCC(CC1)C(N(CC12CCC(CC1)(CC2)C2=CC(=C(C=C2)OC)C)C2=NC=CC(=C2)C=2C=NN(C2)C(C)C)=O 4-((4-(1-Isopropyl-1H-pyrazol-4-yl)pyridin-2-yl)((4-(4-methoxy-3-methylphenyl)bicyclo[2.2.2]octan-1-yl)methyl)carbamoyl)cyclohexyl trans-3-(2-hydroxyethyl)azetidine-1-carboxylate